C(C)(C)(C)OC(=O)N1[C@@H](C[C@@H](CC1)CO)C1=CC=CC=C1 |r| rac-(2s,4r)-4-(hydroxymethyl)-2-phenyl-piperidine-1-carboxylic acid tert-butyl ester